N-[(1S)-2-hydroxy-1-(2-pyridyl)ethyl]-5-[4-(trifluoromethyl)phenyl]naphthalene-2-carboxamide OC[C@H](C1=NC=CC=C1)NC(=O)C1=CC2=CC=CC(=C2C=C1)C1=CC=C(C=C1)C(F)(F)F